7-acetyl-6-(3-fluorophenyl)-3-methyl-5H-thiazolo[3,2-a]Pyridin-5-one C(C)(=O)C=1C=C2N(C(C1C1=CC(=CC=C1)F)=O)C(=CS2)C